3-cyclobutanone C1CC(C1)=O